(but-2-yl)(ethyl)amine CC(CC)NCC